NC1=C2C(=NC=N1)N(N=C2C2=CC=C(CNC(C1=C(C=CC(=C1)C)OC)=O)C=C2)CC2NCCCC2 N-(4-(4-amino-1-(piperidin-2-ylmethyl)-1H-pyrazolo[3,4-d]pyrimidin-3-yl)benzyl)-2-methoxy-5-methylbenzamide